C(#N)NC1CC(C1)NC(=O)C1=CC=NO1 N-[(1s,3s)-3-(cyanoamino)cyclobutyl]-1,2-oxazole-5-carboxamide